C(C)OC(=S)SCC(=O)OC methyl 2-ethoxycarbothioylsulfanyl-acetate